4-nitrophenylphosphate disodium salt [Na+].[Na+].[N+](=O)([O-])C1=CC=C(C=C1)OP(=O)([O-])[O-]